(2s,4s)-1-((R)-2-amino-3-methyl-3-(tritylthio)butanoyl)-4-hydroxy-N-(4-(4-methylthiazol-5-yl)benzyl)pyrrolidine-2-carboxamide 5-methylthieno[3,2-b]pyridine-3-carboxylate CC1=CC=C2C(=N1)C(=CS2)C(=O)O.N[C@H](C(=O)N2[C@@H](C[C@@H](C2)O)C(=O)NCC2=CC=C(C=C2)C2=C(N=CS2)C)C(C)(SC(C2=CC=CC=C2)(C2=CC=CC=C2)C2=CC=CC=C2)C